N1-methylbenzen-1,2,4-triamine CNC=1C(=CC(=CC1)N)N